N-(3-(4-methylpiperazin-1-yl)-5-(trifluoromethyl)phenyl)-6-(pyrazolo[1,5-a]pyrazine-3-carbonyl)-4,5,6,7-tetrahydrothieno[2,3-c]pyridine-3-carboxamide CN1CCN(CC1)C=1C=C(C=C(C1)C(F)(F)F)NC(=O)C1=CSC=2CN(CCC21)C(=O)C=2C=NN1C2C=NC=C1